C(C)(C)(C)C1=CC=C(/C=C/C2=C(C#N)C=CC(=C2)C(F)(F)F)C=C1 (E)-2-(4-tert-butylstyryl)-4-trifluoromethylbenzonitrile